2-(2-methylphenoxymethyl)benzoyl cyanide CC1=C(OCC2=C(C(=O)C#N)C=CC=C2)C=CC=C1